3-[(tert-butyldimethylsilyl)oxy]azetidine-1-carbonyl chloride [Si](C)(C)(C(C)(C)C)OC1CN(C1)C(=O)Cl